BrCCS(=O)C1=CC=CC=C1 ((bromoethyl)sulfinyl)benzene